C1=NC=C2C=NC=NC=C12 2,5,7-triazaazulene